C(C)(C)(C)OC(=O)N1CC(C1)CCN1C(C=CC2=C1N=C(N=C2)NC2=CC(=CC=C2)Br)=O.CC(C(=O)NC=2SC(=CN2)C(C)C2=CC=CC=C2)C 2-Methyl-N-[5-(1-phenylethyl)thiazol-2-yl]propanamide tert-butyl-3-(2-(2-((3-bromophenyl)amino)-7-oxopyrido[2,3-d]pyrimidin-8(7H)-yl)ethyl)azetidine-1-carboxylate